C1(CC2C(CC1)O2)CC[Si](OC)(OC)CC β-(3,4-epoxycyclohexyl)ethyl-ethyldimethoxysilane